5-benzyl-3-(((3-methoxybenzyl)oxy)methyl)-4,5-dihydroisoxazole-5-carboxylic acid C(C1=CC=CC=C1)C1(CC(=NO1)COCC1=CC(=CC=C1)OC)C(=O)O